O=C1NC(C(N1)(CCC)C1=CC(=C(C(=O)O)C=C1)F)=O 4-(2,5-dioxo-4-propylimidazolidin-4-yl)-2-fluorobenzoic acid